C(C=C)(=O)N1CC2(CN(C2)C2=CC=C(C=C2)C=2C=3N(C=C(C2)C=2C=NN(C2)C2CCOCC2)N=CC3C#N)C1 4-(4-(6-propenoyl-2,6-diazaspiro[3.3]heptan-2-yl)phenyl)-6-(1-(tetrahydro-2H-pyran-4-yl)-1H-pyrazol-4-yl)pyrazolo[1,5-a]pyridine-3-carbonitrile